fluoro-2-methoxy-3-(4,4,5,5-tetramethyl-1,3,2-dioxaborolan-2-yl)aniline FNC1=C(C(=CC=C1)B1OC(C(O1)(C)C)(C)C)OC